FC1(CC(C1)[C@@H](C(=O)NC1=NC=CC(=C1)[C@@H](COC)N1C(N[C@@H](C1)C(F)(F)F)=O)NC(=O)C1=CC=NN1C(C)C)F N-((S)-1-(3,3-difluorocyclobutyl)-2-((4-((S)-2-methoxy-1-((S)-2-oxo-4-(trifluoromethyl)imidazolidin-1-yl)ethyl)pyridin-2-yl)amino)-2-oxoethyl)-1-isopropyl-1H-pyrazole-5-carboxamide